C(C1=CC=CC=C1)OC1=C2C(=NC(=N1)N1[C@@H](COCC1)CC(=O)N)N(N=C2)C2=C(C=C(C=C2)F)F 2-[(3R)-4-[4-benzyloxy-1-(2,4-difluorophenyl)pyrazolo[3,4-d]pyrimidin-6-yl]morpholin-3-yl]acetamide